COC1=CC=2C3=C(N(C2C=C1)CC1=CC=C(C=C1)S(=O)(=O)NC)C=CC=N3 4-((8-methoxy-5H-pyrido[3,2-b]indol-5-yl)methyl)-N-methylbenzenesulfonamide